ClC=1C(=C(C=CC1)C1=CC=CC=C1)OB(O)O (3-chloro-[1,1-biphenyl]-2-yl)boric acid